ClC=1C=C(C=C(C1OC=1C=C2CCN(C(C2=CC1)=O)C)Cl)N1N=C(C(NC1=O)=O)C#N 2-(3,5-dichloro-4-((2-methyl-1-oxo-1,2,3,4-tetrahydroisoquinolin-6-yl)oxy)phenyl)-3,5-dioxo-2,3,4,5-tetrahydro-1,2,4-triazine-6-carbonitrile